3-(5-(((1s,4s)-5-benzhydryl-2,5-diazabicyclo[2.2.1]heptan-2-yl)methyl)-7-fluoro-1-oxoisoindolin-2-yl)piperidine-2,6-dione C(C1=CC=CC=C1)(C1=CC=CC=C1)N1[C@@H]2CN([C@H](C1)C2)CC=2C=C1CN(C(C1=C(C2)F)=O)C2C(NC(CC2)=O)=O